COC=1C=C(CN(C(=O)OC=2C=CC=C(CNN(C)C)C2)CC2=CC=C(C=C2)N(C)C)C=CC1 5-[(3-methoxybenzyl)(4-dimethylaminobenzyl)aminocarbonyloxy]dimethylaminobenzylamine